[N+](=O)([O-])C1=CC=C(C=C1)S(=O)(=O)N1N=CN=C1 (4-nitrobenzenesulfonyl)-1H-1,2,4-triazole